8-fluoro-7-hydroxyquinolin-2(1H)-one FC=1C(=CC=C2C=CC(NC12)=O)O